C1=CC=CC=2C3=CC=CC=C3C(C12)COC(=O)Cl 9-Fluorenylmethoxycarbonyl chloride